N-(2-Fluoro-3-methylphenyl)-2-[4-([1,2,4]triazolo[1,5-a]pyridin-7-yl)phenyl]acetamide FC1=C(C=CC=C1C)NC(CC1=CC=C(C=C1)C1=CC=2N(C=C1)N=CN2)=O